3-((4-(bis(tert-butoxycarbonyl)amino)-7-bromo-2-(ethoxymethyl)-1H-imidazo[4,5-C]quinolin-1-yl)methyl)cyclobutane-1-carboxylic acid benzyl ester C(C1=CC=CC=C1)OC(=O)C1CC(C1)CN1C(=NC=2C(=NC=3C=C(C=CC3C21)Br)N(C(=O)OC(C)(C)C)C(=O)OC(C)(C)C)COCC